C(CCCCC)C1=CC=C(C=C1)C1=CC=C(C(=O)O)C=C1 4-(4-hexylphenyl)benzoic acid